hendecanedioic acid C(CCCCCCCCCC(=O)O)(=O)O